(4S)-7-chloro-6-(3-fluoro-2-pyridyl)-N-(2-hydroxyethyl)-4-methyl-8-(trifluoromethyl)-4H-[1,2,4]triazolo[1,5-a][1,4]benzodiazepine-2-carboxamide ClC1=C(C=CC2=C1C(=N[C@H](C=1N2N=C(N1)C(=O)NCCO)C)C1=NC=CC=C1F)C(F)(F)F